CS(=O)(=O)C1CN(C1)C(=O)O 3-(methylsulfonyl)azetidine-1-carboxylic acid